N(N)C1=NC=2N(C(N(C)C(C2N1C)=O)=O)C 8-hydrazinocaffeine